N1=C(C=C2N1C1=C(C=N2)C=CN=C1)C(=O)O pyrazolo[1,5-a]pyrido[4,3-e]pyrimidine-2-carboxylic acid